N-(4-decylphenyl)-3,6-diazabicyclo[3.1.1]heptane-3-carboxamide hydrochloride Cl.C(CCCCCCCCC)C1=CC=C(C=C1)NC(=O)N1CC2NC(C1)C2